3,3,6,6,9,9-hexamethyl-1,2,4,5-tetraoxacyclononane CC1(OOC(CCC(OO1)(C)C)(C)C)C